ClC1=CC2=C(N=CN(C2=O)CC2(CCN(CC2)C(=O)C2=CN=C(O2)C2CC2)O)N1C1=CC=C(C=C1)Cl 6-Chloro-7-(4-chlorophenyl)-3-((1-(2-cyclopropyloxazole-5-carbonyl)-4-hydroxypiperidin-4-yl)methyl)-3H-pyrrolo[2,3-d]pyrimidin-4(7H)-one